FC1=C(C=CC(=C1)F)C1=CC(=NO1)C(=O)N[C@@H]1[C@H](CN(CC1)CC1(CC1)F)C(=O)O (3S,4S)-4-{[5-(2,4-difluoro-phenyl)-isoxazole-3-carbonyl]-amino}-1-(1-fluoro-cyclopropylmethyl)-piperidine-3-carboxylic acid